(Sa)-4-(((1R,4R,5S)-2-(tert-butoxycarbonyl)-2-azabicyclo[2.1.1]hexan-5-yl)amino)-6-(2-cyanoethyl)-7-(2,3-dichlorophenyl)-8-fluoro-2-methylquinoline-3-carboxylic acid C(C)(C)(C)OC(=O)N1[C@H]2[C@H]([C@@H](C1)C2)NC2=C(C(=NC1=C(C(=C(C=C21)CCC#N)C2=C(C(=CC=C2)Cl)Cl)F)C)C(=O)O